C(C1=CC=CC=C1)OC(N[C@@H]1[C@H](NC([C@H]1C)=O)C1=C(C=CC=C1)Cl)=O |r| trans-(rac-(2R,3S,4S)-2-(2-chlorophenyl)-4-methyl-5-oxopyrrolidin-3-yl)carbamic acid benzyl ester